OCCN(C(CCCC)NCCO)CCO N,N,N'-tris(hydroxyethyl)-pentandiamine